N[C@H](C(=O)O)CN1C(CC(C(=C1)F)=O)=O (S)-(-)-α-Amino-5-fluoro-3,4-dihydro-2,4-dioxo-1(2H)pyridinepropanoic acid